NC1=C(N=NC(=C1)C1=C(C=CC(=C1)Cl)F)C1=CCCN(C1)C(=O)OC(C)(C)C tert-butyl 5-[4-amino-6-(5-chloro-2-fluorophenyl)pyridazin-3-yl]-1,2,3,6-tetrahydropyridine-1-carboxylate